1-(3-((1S,2S)-2-methyl-1',2'-dihydrospiro[cyclopropane-1,3'-pyrrolo[2,3-b]pyridin]-5'-yl)-1H-indol-7-yl)piperazin-2-one C[C@H]1C[C@]12CNC1=NC=C(C=C12)C1=CNC2=C(C=CC=C12)N1C(CNCC1)=O